methyl (5S)-3-((2-((((benzyloxy)carbonyl)amino)(4,4-difluoro-cyclohexyl)methyl)benzo[d]oxazol-5-yl)methyl)-2-oxo-5-(trifluoromethyl)pyrrolidine-3-carboxylate C(C1=CC=CC=C1)OC(=O)NC(C=1OC2=C(N1)C=C(C=C2)CC2(C(N[C@@H](C2)C(F)(F)F)=O)C(=O)OC)C2CCC(CC2)(F)F